C(C)(=O)N1[C@H](C[C@H](C2=CC(=CC=C12)C=1N=CN(C1)C)NC(OC(C)(C)C)=O)C Tert-butyl ((2S,4R)-1-acetyl-2-methyl-6-(1-methyl-1H-imidazol-4-yl)-1,2,3,4-tetrahydroquinolin-4-yl)carbamate